hydroxymethyl-2,6-di-t-butylphenol OCC=1C(=C(C(=CC1)C(C)(C)C)O)C(C)(C)C